6-(2-chlorophenyl)-2-((4-(2-(diethylamino)ethoxy)phenyl)amino)-8-methylpyrido[2,3-d]pyrimidin-7(8H)-one ClC1=C(C=CC=C1)C1=CC2=C(N=C(N=C2)NC2=CC=C(C=C2)OCCN(CC)CC)N(C1=O)C